C(=O)O.C(C)NC(NC1=NC=C(C(=C1)CN1CCN(CC1)C=1C=CC(=NC1C)C(=O)NC)C)=O 5-(4-((2-(3-ethylureido)-5-methylpyridin-4-yl)methyl)piperazin-1-yl)-N,6-dimethylpicolinamide formate